(1S,3R)-3-acetamido-N-(5-((R)-3-aminopyrrolidin-1-yl)-7-cyano-2,6-naphthyridin-3-yl)cyclohexane-1-carboxamide C(C)(=O)N[C@H]1C[C@H](CCC1)C(=O)NC=1N=CC2=CC(=NC(=C2C1)N1C[C@@H](CC1)N)C#N